CC(C)=CCCC=C (E)-2-methyl-2,6-heptadiene